carbonyl cyanide-p-trifluoromethoxyphenylhydrazon FC(OC1=CC=C(C=C1)NN=C(C#N)C#N)(F)F